tert-butyl 4-hydroxy-4-(piperidin-4-ylmethyl)piperidine-1-carboxylate OC1(CCN(CC1)C(=O)OC(C)(C)C)CC1CCNCC1